(E)-3-(4-Bromophenyl)-1-[4-[[1-[(4-bromophenyl)methyl]triazol-4-yl]methoxy]-2-hydroxyphenyl]prop-2-en-1-one BrC1=CC=C(C=C1)/C=C/C(=O)C1=C(C=C(C=C1)OCC=1N=NN(C1)CC1=CC=C(C=C1)Br)O